4-(azepan-1-yl)pyridin-3-amine N1(CCCCCC1)C1=C(C=NC=C1)N